(1S,2S)-2-fluoro-N-(5-(tributylstannyl)thiazolo[5,4-b]pyridin-2-yl)cyclopropane-1-carboxamide F[C@@H]1[C@@H](C1)C(=O)NC=1SC2=NC(=CC=C2N1)[Sn](CCCC)(CCCC)CCCC